carbon undecanecarboxylic acid C(CCCCCCCCCC)C(=O)O.[C]